5-(imidazo[1,2-a]pyrimidin-6-yl)-N-(3,3,3-trifluoro-2,2-dimethylpropyl)pyrrolo[2,1-f][1,2,4]triazin-2-amine N=1C=CN2C1N=CC(=C2)C=2C=CN1N=C(N=CC12)NCC(C(F)(F)F)(C)C